1-(tert-butoxycarbonyl)-4-methylpiperidine-2-carboxylic acid C(C)(C)(C)OC(=O)N1C(CC(CC1)C)C(=O)O